(R)-5-(2-(dimethylamino)ethoxy)-N-(1-(3-(1-(methoxymethyl)-1H-pyrazol-4-yl)-5-(5-(morpholinomethyl)thiophen-2-yl)phenyl)ethyl)-2-methylbenzamide CN(CCOC=1C=CC(=C(C(=O)N[C@H](C)C2=CC(=CC(=C2)C=2SC(=CC2)CN2CCOCC2)C=2C=NN(C2)COC)C1)C)C